5-chloro-2-((3-methyl-4-(4-(4-methylpiperazin-1-yl)piperidin-1-yl)phenyl)amino)pyrimidine-4-carboxylic acid ClC=1C(=NC(=NC1)NC1=CC(=C(C=C1)N1CCC(CC1)N1CCN(CC1)C)C)C(=O)O